C(=O)(O)C1=C(C=CC=C1)[Mn] (carboxyphenyl)manganese